FC=1C(=CC2=C(N(C(N2C)=O)COCC[Si](C)(C)C)C1)C1C(CN(CC1)C(=O)OC(C)(C)C)=O tert-butyl 4-[6-fluoro-3-methyl-2-oxo-1-(2-trimethylsilylethoxymethyl)benzimidazol-5-yl]-3-oxo-piperidine-1-carboxylate